(1aR,5aR)-2-(2,4-Difluoro-phenyl)-1a,2,5,5a-tetrahydro-1H-2,3-diaza-cyclopropa[a]pentalene-4-carboxylic acid (6-methoxy-pyridin-3-yl)-amide COC1=CC=C(C=N1)NC(=O)C=1C=2C[C@@H]3[C@H](C2N(N1)C1=C(C=C(C=C1)F)F)C3